FC(C1=NN=C(O1)C=1C=CC(=NC1)CN(C(=O)C1(CN(C1)C(=O)OC(C)(C)C)F)C1=CC(=CC=C1)F)F Tert-butyl 3-(((5-(5-(difluoromethyl)-1,3,4-oxadiazol-2-yl) pyridin-2-yl) methyl) (3-fluorophenyl) carbamoyl)-3-fluoroazetidine-1-carboxylate